NC1=CC=2C(C(C3=CC(=CC=C3C2C=C1)N)=O)=O 2,7-diamino-9,10-phenanthrenequinone